FC1=C2C3=C(NC2=C(C=C1)NC)N=C(N=C3SCC3=CC=C(C=C3)OC)OC=3C=NC(=NC3)C Fluoro-4-(4-methoxybenzylthio)-N-methyl-2-(2-methylpyrimidin-5-yloxy)-9H-pyrimido[4,5-b]indol-8-amine